C(C)(=O)OC1=CC2=CC=CC=C2C=C1 β-naphthyl acetate